tert-butyl 5-chloro-4-fluoro-12-methyl-2-(methylsulfinyl)-8a,9,11a,12-tetrahydro-8H-7-oxa-1,3,6,10,12-pentaazacyclopenta[5,6]cycloocta[1,2,3-de]naphthalene-10(11H)-carboxylate ClC1=C(C=2N=C(N=C3C2C(=N1)OCC1C(N3C)CN(C1)C(=O)OC(C)(C)C)S(=O)C)F